tert-Butyl 3,3-bis(hydroxymethyl)-pyrrolidine-1-carboxylate OCC1(CN(CC1)C(=O)OC(C)(C)C)CO